7-azapyrene C1=CC=C2C=CC3=CN=CC4=CC=C1C2=C34